2-((3,3-difluorocyclobutyl)methyl)isoindolin-1-one FC1(CC(C1)CN1C(C2=CC=CC=C2C1)=O)F